C(C)N(C1=CC=C2C=C(C(OC2=C1)=O)C(=O)C1=CSC=C1)CC 7-diethylamino-3-thienoyl-coumarin